ON=C(C1=CC(=C(C=C1)[N+](=O)[O-])NCC1=CN=CS1)N N'-hydroxy-4-nitro-3-((thiazol-5-ylmethyl)amino)benzamidine